NS(=NC(CC1=C(C2=C(OC(O2)(F)F)C=C1C(C)C)C(C)C)=O)(=O)C1=NN(C=C1F)CC N-(amino(1-ethyl-4-fluoro-1H-pyrazol-3-yl)(oxo)-λ6-sulfaneylidene)-2-(2,2-difluoro-4,6-diisopropylbenzo[d][1,3]dioxol-5-yl)acetamide